mono-aspartic acid amide N[C@@H](CC(=O)O)C(=O)N